C(C1=CC=CC=C1)N(C=1C(=NN2C1N=CC=C2C2CN(CCC2)CC2=CC=CC=C2)C)C N-Benzyl-7-(1-benzylpiperidin-3-yl)-N,2-dimethylpyrazolo[1,5-a]pyrimidin-3-amine